FC1=C(OC=2C=C3C=NN(C3=CC2OCC2CCNCC2)CC(C)C)C=CC(=C1)F 5-(2,4-difluorophenoxy)-1-isobutyl-6-(piperidin-4-ylmethoxy)-1H-indazole